FC(CN1N=C2C(N(C(N([C@@H]2C)C2CCN(CC2)C2=C(C=CC=C2C)F)=O)CC2=C(C=CC=C2)C(F)(F)F)=C1)(C)F |o1:10| (R)- or (S)-2-(2,2-Difluoro-propyl)-6-[1-(2-fluoro-6-methyl-phenyl)-piperidin-4-yl]-7-methyl-4-(2-trifluoromethyl-benzyl)-2,4,6,7-tetrahydro-pyrazolo[4,3-d]pyrimidin-5-one